1,1,1,3,3,3-Hexafluoropropan-2-yl (S)-1-((cyclohexancarbonyl)carbamoyl)-6-azaspiro[2.5]octan-6-carboxylat C1(CCCCC1)C(=O)NC(=O)[C@H]1CC12CCN(CC2)C(=O)OC(C(F)(F)F)C(F)(F)F